FC1=CC=C(C=C1)C1=C(N=C(S1)S(=O)C)C(=O)NC1=CC(=C(C=C1)C)NC1=NC=CC=C1C1=C2N=CN(C2=NC=N1)C1OCCCC1 5-(4-fluorophenyl)-2-methylsulfinyl-N-[4-methyl-3-[[3-(9-tetrahydropyran-2-ylpurin-6-yl)-2-pyridyl]amino]phenyl]thiazole-4-carboxamide